ClC1=NC=C2C=CN=C(C2=C1)C1=C(C2=CN(N=C2C=C1)C)C 7-chloro-1-(2,4-dimethyl-2H-indazol-5-yl)-2,6-naphthyridine